2-[(S)-[(5S,7S)-5-(2-chlorophenyl)-7-fluoro-6,7-dihydro-5H-pyrrolo[1,2-b][1,2,4]triazol-2-yl]sulfinyl]acetonitrile ClC1=C(C=CC=C1)[C@@H]1C[C@@H](C=2N1N=C(N2)[S@@](=O)CC#N)F